F[P-](F)(F)(F)(F)F.C(C)[N+]1(CCCC1)C 1-Ethyl-1-methylpyrrolidinium hexafluorophosphate